(5S,7S)-2-bromo-5-(5-chloro-2-fluorophenyl)-7-fluoro-6,7-dihydro-5H-pyrrolo[1,2-b][1,2,4]triazole BrC=1N=C2N(N1)[C@@H](C[C@@H]2F)C2=C(C=CC(=C2)Cl)F